1-benzyloxy-2-[4-(chloromethoxy)cyclohexyl]benzene C(C1=CC=CC=C1)OC1=C(C=CC=C1)C1CCC(CC1)OCCl